methyl (R)-4-((3-((tert-butoxycarbonyl)amino)piperidin-1-yl)methyl)picolinate C(C)(C)(C)OC(=O)N[C@H]1CN(CCC1)CC1=CC(=NC=C1)C(=O)OC